4-(2-(2-chloro-4-methoxyphenoxy)-4-methyl-5-nitrophenyl)-6-methyl-1,6-dihydro-7H-pyrrolo[2,3-c]pyridin-7-one ClC1=C(OC2=C(C=C(C(=C2)C)[N+](=O)[O-])C=2C3=C(C(N(C2)C)=O)NC=C3)C=CC(=C1)OC